OC1=C(C(=CC(=C1C(=O)NOC)CCCCC)O)C1C(CCC(=C1)C)C(=C)C 2,6-dihydroxy-N-methoxy-5'-methyl-4-pentyl-2'-(prop-1-en-2-yl)-1',2',3',4'-tetrahydro-[1,1'-biphenyl]-3-carboxamide